2-{2-[2,6-bis(benzyloxy)pyridin-3-yl]-1-oxo-3H-isoindole-5-carbonyl}-7-(trifluoromethyl)-2-azaspiro[3.5]nonan-7-yl methyl oxalate C(C(=O)OC)(=O)OC1(CCC2(CN(C2)C(=O)C=2C=C3CN(C(C3=CC2)=O)C=2C(=NC(=CC2)OCC2=CC=CC=C2)OCC2=CC=CC=C2)CC1)C(F)(F)F